(1R,2S)-1-(5-chloropyrimidin-2-yl)-1-methoxypropane-2-sulfonamide ClC=1C=NC(=NC1)[C@H]([C@H](C)S(=O)(=O)N)OC